gallium lead arsenate [As]([O-])([O-])([O-])=O.[Pb+2].[Ga+3]